bis(2-ethylhexyl)(phenyl)silane C(C)C(C[SiH](C1=CC=CC=C1)CC(CCCC)CC)CCCC